C1(CCCC1)C1OCC2=CC(=CC=C2C1C1=CC=C(C=C1)N1CCC(CC1)C(OC)OC)O 3-cyclopentyl-4-(4-(4-(dimethoxymethyl)piperidin-1-yl)phenyl)isochroman-7-ol